(s)-1-(3-(4-decylphenyl)-1,2,4-oxadiazol-5-yl)propane-1,3-diamine dihydrochloride Cl.Cl.C(CCCCCCCCC)C1=CC=C(C=C1)C1=NOC(=N1)[C@H](CCN)N